(R or S)-4-(2-(1-(bis(2-methylthiazol-4-yl)methyl)-3-(ethoxymethyl)pyrrolidin-3-yl)ethyl)benzonitrile CC=1SC=C(N1)C(N1C[C@@](CC1)(COCC)CCC1=CC=C(C#N)C=C1)C=1N=C(SC1)C |o1:9|